3-(5-(4-(diphenylamino)piperidine-1-carbonyl)-1-oxoisoindolin-2-yl)piperidine-2,6-dione C1(=CC=CC=C1)N(C1CCN(CC1)C(=O)C=1C=C2CN(C(C2=CC1)=O)C1C(NC(CC1)=O)=O)C1=CC=CC=C1